(R)-3-((5-(3-aminopiperidin-1-yl)-2-cyclohexylpyridin-4-yl)methyl)imidazo[1,2-a]pyrazin-8-amine N[C@H]1CN(CCC1)C=1C(=CC(=NC1)C1CCCCC1)CC1=CN=C2N1C=CN=C2N